N-(6-amino-5-methylpyridin-3-yl)-2-(2-(4-hydroxycyclohexyl)-5-methylpiperidin-1-yl)-2-oxoacetamide NC1=C(C=C(C=N1)NC(C(=O)N1C(CCC(C1)C)C1CCC(CC1)O)=O)C